C(C)(C)OC(=O)[C@@H]1C[C@H](CCC1)OC=1C(=NC(=CC1)C=1N=NN(C1CO)C)C (1S,3S)-3-((6-(5-(hydroxymethyl)-1-methyl-1H-1,2,3-triazol-4-yl)-2-methylpyridin-3-yl)oxy)cyclohexane-1-carboxylic acid isopropyl ester